C(C1=CC=CC=C1)OC(=O)NC1CN(CC=C(C1)C)C(=O)OC(C)(C)C tert-butyl 3-{[(benzyloxy)carbonyl]amino}-5-methyl-2,3,4,7-tetrahydroazepine-1-carboxylate